CC1=C2C(=CC=3C=4C=CC=CC4NC13)C(OC2=O)=O 4-methyl-1H,3H,5H-furo[3,4-b]carbazole-1,3-dione